O[C@@H](COC1=CC=[N+](C2=CC(=CC=C12)C1=CC=NN1C1OCCCC1)[O-])CN1CCOCC1 4-((R)-2-hydroxy-3-morpholinopropoxy)-7-(1-(tetrahydro-2H-pyran-2-yl)-1H-pyrazol-5-yl)quinoline 1-oxide